N[C@H](C(=O)NN=CC1=C(C(=C(C=C1)O)F)O)CO (S)-2-Amino-N'-(3-fluoro-2,4-dihydroxybenzylidene)-3-hydroxypropanehydrazide